BrC1=CC=C(C=C1)C1C(C(CC(C1)O)CO)C(=O)O 2-(4-bromophenyl)-4-hydroxy-6-(hydroxymethyl)cyclohexane-1-carboxylic acid